5-(2-chlorobenzyl)-3-cyclopropyl-4-oxo-4,5,6,7-tetrahydropyrazolo[1,5-a]pyrazine-2-carboxylic acid (5-chloro[1,3,4]thiadiazol-2-yl)amide ClC1=NN=C(S1)NC(=O)C1=NN2C(C(N(CC2)CC2=C(C=CC=C2)Cl)=O)=C1C1CC1